benzyl (3aR,7aS)-1-(4-fluorophenyl)-3,3a,4,6,7,7a-hexahydro-2H-pyrrolo[3,2-c]pyridine-5-carboxylate FC1=CC=C(C=C1)N1CC[C@@H]2CN(CC[C@@H]21)C(=O)OCC2=CC=CC=C2